FC(C(=O)O)(F)F.F[C@H]1CNCC[C@H]1OC (3S,4R)-3-fluoro-4-methoxypiperidine trifluoroacetate